ClC=1C=C(C=C(C1)NS(=O)(=O)C)NC(=O)C=1SC(=C(C1)C1=NC=C(C=C1F)N1CC(C1)(F)F)C N-(3-chloro-5-(methylsulfonamido)phenyl)-4-(5-(3,3-difluoroazetidin-1-yl)-3-fluoropyridin-2-yl)-5-methylthiophene-2-carboxamide